3-amino-1-[1'-(2-chloro-3-methoxyphenyl)-2-(2-ethoxypyridin-3-yl)spiro[6,8-dihydro-1,7-naphthyridine-5,4'-piperidine]-7-yl]propan-1-one formate salt C(=O)O.NCCC(=O)N1CC2(CCN(CC2)C2=C(C(=CC=C2)OC)Cl)C=2C=CC(=NC2C1)C=1C(=NC=CC1)OCC